6-(6-methoxy-5-nitropyridin-3-yl)pyridin methyl-(R)-3-(2-((1-(2-(2-aminoethoxy)ethyl)pyrrolidin-3-yl)amino)-5-(trifluoromethyl)pyrimidin-4-yl)-1H-indole-6-carboxylate COC(=O)C1=CC=C2C(=CNC2=C1)C1=NC(=NC=C1C(F)(F)F)N[C@H]1CN(CC1)CCOCCN.COC1=C(C=C(C=N1)C1=CC=CC=N1)[N+](=O)[O-]